ClC1=C(C=2C(=NC=C3C2N(C(N3C)=O)C3CCC2(CNC2)CC3)N1COCC[Si](C)(C)C)C1=CC=C(C#N)C=C1 4-(7-Chloro-3-methyl-2-oxo-1-(2-azaspiro[3.5]nonan-7-yl)-6-((2-(trimethylsilyl)ethoxy)methyl)-1,2,3,6-tetrahydroimidazo[4,5-d]pyrrolo[2,3-b]pyridin-8-yl)benzonitrile